ClC1=C(C=C(C(=O)O)C=C1)Br 4-Chloro-3-bromobenzoic acid